C(#N)CCCS(=O)(=O)NC1=C(C=C(C=C1)C1=C2C(=NC=C1)NC=C2)F 4-(4-((3-cyanopropyl)sulfonamido)-3-fluorophenyl)-1H-pyrrolo[2,3-b]pyridin